1-(2-cyclopropylethyl)-4-(4-(4,4,5,5-tetramethyl-1,3,2-dioxaborolan-2-yl)phenyl)piperazine C1(CC1)CCN1CCN(CC1)C1=CC=C(C=C1)B1OC(C(O1)(C)C)(C)C